CC1(N(CCN(C1)C1=CC(N(C2=CC=C(N=C12)C#N)C)=O)C(C1=CC=C(C=C1)Cl)C1=CC=C(C=C1)Cl)C(=O)OCCCN(C(C)CC)CCO 3-[(2-hydroxyethyl)(butan-2-yl)amino]propan-1-ol methyl-1-(bis(4-chlorophenyl)methyl)-4-(6-cyano-1-methyl-2-oxo-1,2-dihydro-1,5-naphthyridin-4-yl)piperazine-2-carboxylate